N-(3-phenylnaphthyl)-5-chloro-2-phenyl-indole-13C C1(=CC=CC=C1)C=1C=C(C2=CC=CC=C2C1)N1[13C](=CC2=CC(=CC=C12)Cl)C1=CC=CC=C1